ClC=1C=C(C=CC1)C(=C1OC2=C(C1P(C1=CC=CC=C1)(C1=CC=CC=C1)=O)C=CC(=C2)OC)C2=CC(=CC=C2)Cl (2-(bis(3-chlorophenyl)methylene)-6-methoxy-2,3-dihydrobenzofuran-3-yl)diphenyl-phosphine oxide